NC1=NC=CC(=C1)CN1C(N(C(C1(C)C)=O)C1=CC=C(C=C1)SC)=O 1-((2-aminopyridin-4-yl)methyl)-5,5-dimethyl-3-(4-(methylthio)phenyl)imidazolidine-2,4-dione